O[C@H]1C[C@@H](N(CC1)C(=O)OCC1=CC=CC=C1)C |r| trans-racemic-benzyl 4-hydroxy-2-methylpiperidine-1-carboxylate